3-((tert-butyldimethylsilyl)oxy)-4'-chloro-6',7'-dihydrospiro[cyclobutane-1,5'-pyrrolo[2,3-d]pyrimidine] [Si](C)(C)(C(C)(C)C)OC1CC2(CNC=3N=CN=C(C32)Cl)C1